{4-(naphthalene-2-yl)phenyl}-(phenanthrene-9-yl)-{4''-(naphthalene-1-yl)-1,1':2',1''-terphenyl-5'-yl}amine C1=C(C=CC2=CC=CC=C12)C1=CC=C(C=C1)N(C1=CC=C(C(=C1)C1=CC=CC=C1)C1=CC=C(C=C1)C1=CC=CC2=CC=CC=C12)C=1C2=CC=CC=C2C=2C=CC=CC2C1